BrC=1C=CC2=C(C3=C(OC2)C=C(C=C3)O[C@@H](C(=O)OC)CC3=CC=CC=C3)C1 Methyl (R)-2-[(9-bromo-6H-dibenzo[b,d]pyran-3-yl) oxy]-3-phenylpropionate